6-(7-Methoxy-1-methyl-β-carbolin-9-yl)hexanamide COC1=CC=C2C=3C=CN=C(C3N(C2=C1)CCCCCC(=O)N)C